(2R)-2-[6-(5-chloro-2-{[(3R)-1-methyl-6-oxopiperidin-3-yl]amino}pyrimidin-4-yl)-1-oxo-2,3-dihydro-1H-isoindol-2-yl]-N-[(1S)-1-(3-fluoro-5-methoxyphenyl)-2-hydroxyethyl]propanamide ClC=1C(=NC(=NC1)N[C@H]1CN(C(CC1)=O)C)C1=CC=C2CN(C(C2=C1)=O)[C@@H](C(=O)N[C@H](CO)C1=CC(=CC(=C1)OC)F)C